(Z)-8-(2,4-Dichlorophenyl)-9-(4-((1-(3-fluoropropyl)pyrrolidin-3-ylidene)methyl)phenyl)-6,7-dihydro-5H-benzo[7]annulen-3-ol, hydrochloride Cl.ClC1=C(C=CC(=C1)Cl)\C=1\CCCC2=C(\C1\C1=CC=C(C=C1)C=C1CN(CC1)CCCF)C=CC(=C2)O